FC1(CC(C1)(C1=CC=CC=C1)COC(NCC=1C=C2C(N(CC2=CC1)C1C(NC(CC1)=O)=O)=O)=O)F.SC[Si](O[Si](C)(C)C)(O[Si](C)(C)C)O[Si](C)(C)C mercaptomethyltri(trimethylsiloxy)silane (3,3-difluoro-1-phenylcyclobutyl)methyl-N-{[2-(2,6-dioxopiperidin-3-yl)-3-oxo-2,3-dihydro-1H-isoindol-5-yl]methyl}carbamate